tert-butyl (R)-(1-(4-(8-chloro-[1,2,4]triazolo[1,5-a]pyrazin-6-yl)-5-methoxypyridin-2-yl)ethyl)(ethyl)carbamate ClC=1C=2N(C=C(N1)C1=CC(=NC=C1OC)[C@@H](C)N(C(OC(C)(C)C)=O)CC)N=CN2